4-(2-((2-(2,6-Dioxopiperidin-3-yl)-1,3-dioxoisoindolin-5-yl)amino)ethoxy)butyric acid O=C1NC(CCC1N1C(C2=CC=C(C=C2C1=O)NCCOCCCC(=O)O)=O)=O